ClC=1C(=CC(=C(C1)NC(OC(C)(C)C)=O)F)OC1CCC1 tert-butyl (5-chloro-4-cyclobutoxy-2-fluorophenyl)carbamate